The molecule is an icosanoid that is (5Z,9E,11Z,13E)-icosatetraenoic acid carrying two hydroperoxy substituents at positions 8 and 15 (the 8S,15S-stereoisomer). It has a role as a human xenobiotic metabolite and a mouse metabolite. It derives from an arachidonic acid. It is a conjugate acid of an 8(S),15(S)-DiHPETE(1-). CCCCC[C@@H](/C=C/C=C\\C=C\\[C@H](C/C=C\\CCCC(=O)O)OO)OO